[N+](=O)([O-])C1=C(C=CC=C1)NC1CN(CCOC1)CCO 2-{6-[(2-nitrophenyl)amino]-1,4-oxazepan-4-yl}ethanol